N-(2-ethoxyethyl)-3-(1H-imidazol-1-yl)propan-1-amine C(C)OCCNCCCN1C=NC=C1